N-(4-Methoxyphenyl)-11-oxo-1-azatricyclo[6.3.1.04,12]dodeca-4(12),5,7,9-tetraene-10-carboxamide COC1=CC=C(C=C1)NC(=O)C1=CC2=CC=CC=3CCN(C1=O)C32